C(C1=CC=CC=C1)S(=O)(=O)NC(=O)C1=NN=C(N1C1=C(C=CC=C1OC)OC)C=1N=C(SC1)OC N-(benzylsulfonyl)-4-(2,6-dimethoxyphenyl)-5-(2-methoxythiazol-4-yl)-4H-1,2,4-triazole-3-carboxamide